2-benzyloxy-5-iodopyrimidine C(C1=CC=CC=C1)OC1=NC=C(C=N1)I